FC(CN1N=CC=2C1=NC(=CN2)N2CCC1(CCN(C1=O)CC=1C=NC(=NC1)C(F)(F)F)CC2)F 8-(1-(2,2-difluoroethyl)-1H-pyrazolo[3,4-b]pyrazin-6-yl)-2-((2-(trifluoromethyl)pyrimidin-5-yl)methyl)-2,8-diazaspiro[4.5]decan-1-one